N-(4'-nitro-[1,1'-biphenyl]-3-yl)benzamide [N+](=O)([O-])C1=CC=C(C=C1)C1=CC(=CC=C1)NC(C1=CC=CC=C1)=O